[Na+].C(CCCCCCCC(=O)[O-])(=O)[O-].[Na+] Azelaic acid sodium salt